4-(7-bromo-6-chloro-8-fluoro-5-methoxy-quinazolin-4-yl)piperazine-1-carboxylic acid tert-butyl ester C(C)(C)(C)OC(=O)N1CCN(CC1)C1=NC=NC2=C(C(=C(C(=C12)OC)Cl)Br)F